(S)-2-((tert-Butoxycarbonyl)amino)-4-methoxy-4-oxobutanoic acid hydrochloride Cl.C(C)(C)(C)OC(=O)N[C@H](C(=O)O)CC(=O)OC